2-amino-N-[(1S,2S)-2-({4-[3,3-dimethyl-1-(1-methylpiperidin-4-yl)-2,3-dihydro-1H-indol-5-yl]phenyl}methoxy)cyclopentyl]-5-(1-methyl-1H-pyrazol-4-yl)pyridine-3-carboxamide NC1=NC=C(C=C1C(=O)N[C@@H]1[C@H](CCC1)OCC1=CC=C(C=C1)C=1C=C2C(CN(C2=CC1)C1CCN(CC1)C)(C)C)C=1C=NN(C1)C